N-methyl-N-ethyl-toluidine CN(C=1C(=CC=CC1)C)CC